N[C@H]1[C@@H]2N(C[C@H]1CC2)C(=O)C2=CC1=C(N(C(=N1)C1=CC=C(N1CC(F)(F)F)C#N)C)C(=C2)OC 5-{5-[(1R,4R,7R)-7-Amino-2-azabicyclo[2.2.1]heptane-2-carbonyl]-7-methoxy-1-methyl-1H-1,3-benzodiazol-2-yl}-1-(2,2,2-trifluoroethyl)-1H-pyrrole-2-carbonitrile